3-methyl-pyrrolidin-3-ol CC1(CNCC1)O